((3R,5R)-3-amino-5-fluoropiperidin-1-yl)(2-(1-(cyclopropylmethyl)-7-(3-(pyrrolidine-1-carbonyl)cyclobutyl)-1H-indol-2-yl)-7-methoxy-1-methyl-1H-benzo[d]imidazol-5-yl)methanone N[C@H]1CN(C[C@@H](C1)F)C(=O)C1=CC2=C(N(C(=N2)C=2N(C3=C(C=CC=C3C2)C2CC(C2)C(=O)N2CCCC2)CC2CC2)C)C(=C1)OC